Cl.N[C@H](CCN1CCN(CC1)C(C)=O)CSC1=CC=CC=C1 (R)-1-(4-(3-amino-4-(phenylthio)butyl)piperazin-1-yl)ethan-1-one hydrochloride